ClC1=C2C(=NC(=C1)Cl)N(C=C2)C 4,6-dichloro-1-methyl-pyrrolo[2,3-b]pyridine